1,1'-(Ethane-1,2-diyl)bis(2-(1-ethyl-3-methyl-1H-pyrazole-5-carboxamido)-1H-benzo[d]imidazole-5-carboxamide) C(CN1C(=NC2=C1C=CC(=C2)C(=O)N)NC(=O)C2=CC(=NN2CC)C)N2C(=NC1=C2C=CC(=C1)C(=O)N)NC(=O)C1=CC(=NN1CC)C